C(C1=CC=CC=C1)S(=O)(=O)NC(C=C)=O N-benzylsulfonyl-acrylamide